(S,Z)-4-(4-(2-(hydroxymethyl)-4-(methoxyimino)pyrrolidine-1-carbonyl)phenyl)-3-methylpicolinonitrile OC[C@H]1N(C\C(\C1)=N/OC)C(=O)C1=CC=C(C=C1)C1=C(C(=NC=C1)C#N)C